C12C(C3CC(CC(C1)C3)C2)NCCNCCCCCCCC N-(adamantane-2-yl)-N'-octyl-ethane-1,2-diamine